BrC=1C(=CC=2N(C1)C(=CN2)C2=NC=CC(=N2)SC)F 6-bromo-7-fluoro-3-(4-methylsulfanylpyrimidin-2-yl)imidazo[1,2-a]pyridine